C1CC=2C1=CC=1CCCC1C2NC(=O)N=[S@](=O)(N)C=2C=NN1C2OCCC1 (R)-N'-((2,4,5,6-tetrahydro-1H-cyclobuta[f]inden-3-yl)carbamoyl)-6,7-dihydro-5H-pyrazolo[5,1-b][1,3]oxazine-3-sulfonimidamide